decenyl-methyldimethoxysilane C(=CCCCCCCCC)[Si](OC)(OC)C